3,5-bis(trifluoromethyl)phenylphosphine oxide FC(C=1C=C(C=C(C1)C(F)(F)F)[PH2]=O)(F)F